C(N)(OC1=C(C(=C(C=C1)CCCCCCCCCCCC)CCCCCCCCCCCC)CCCCCCCCCCCC)=O (tridodecylphenyl) carbamate